tribenzocyclononane C1CCC2=C(C3=C(C4=C1C=CC=C4)C=CC=C3)C=CC=C2